(2S)-2-amino-1-(3-bromo-5-chloro-7-{[(1,3-thiazol-2-yl)methyl]amino}thieno[3,2-b]pyridin-2-yl)propan-1-one dihydrochloride Cl.Cl.N[C@H](C(=O)C1=C(C2=NC(=CC(=C2S1)NCC=1SC=CN1)Cl)Br)C